((6-oxospiro[2.5]oct-4-yl)methyl)-1H-benzo[d]imidazole-6-carbonitrile O=C1CC(C2(CC2)CC1)CN1C=NC2=C1C=C(C=C2)C#N